4-(4'-hexyloxybenzoyloxy)benzoic acid C(CCCCC)OC1=CC=C(C(=O)OC2=CC=C(C(=O)O)C=C2)C=C1